C1(CCCC1)NC(COC1=CC(=CC=C1)C=O)=O N-CYCLOPENTYL-2-(3-FORMYLPHENOXY)ACETAMIDE